3-(4-Dimethylaminophenyl)-1-[4-(5-hydroxypyridin-2-yl)-piperazin-1-yl]-propan-1-one CN(C1=CC=C(C=C1)CCC(=O)N1CCN(CC1)C1=NC=C(C=C1)O)C